ethyl {[5-acetyl-1-(benzyloxy)-7-fluoro-2,3-dihydro-1H-inden-4-yl](ethyl)carbamoyl}carboxylate C(C)(=O)C=1C(=C2CCC(C2=C(C1)F)OCC1=CC=CC=C1)N(C(=O)C(=O)OCC)CC